(3-(3-bromo-2-methylphenoxy)propyl)piperidine BrC=1C(=C(OCCCN2CCCCC2)C=CC1)C